NC1C(CCC1N)OC1C(C(CC1)N)N 2,3-diaminocyclopent-1-ylether